(4-benzhydrylpiperazin-1-yl)-(1H-pyrrolo[2,3-c]pyridin-4-yl)methanone C(C1=CC=CC=C1)(C1=CC=CC=C1)N1CCN(CC1)C(=O)C1=C2C(=CN=C1)NC=C2